4-(4-(2-(trifluoromethyl)phenoxy)piperidin-1-yl)benzohydrazide FC(C1=C(OC2CCN(CC2)C2=CC=C(C(=O)NN)C=C2)C=CC=C1)(F)F